Ethyl (5-(6,7-difluoro-4-oxo-3,4-dihydrophthalazin-1-yl)-6-methyl-1H-benzimidazol-2-yl)carbamate FC=1C=C2C(NN=C(C2=CC1F)C1=CC2=C(NC(=N2)NC(OCC)=O)C=C1C)=O